ClC1=CC=C(C(=N1)C(=O)NS(=O)(=O)C)N[C@H](C)C=1C=C(C=C2C(N(C(=NC12)N1CC2=NN(C=C2C1)CCO)C)=O)C (R)-6-chloro-3-((1-(2-(2-(2-hydroxyethyl)-2,6-dihydropyrrolo[3,4-c]pyrazol-5(4H)-yl)-3,6-dimethyl-4-oxo-3,4-dihydroquinazolin-8-yl)ethyl)amino)-N-(methylsulfonyl)picolinamide